N1[C@@H](CCCC1)C1=C(CN2C(NC(C3=C2C=CN3)=O)=C=S)C=CC=C1 (S)-1-(2-(piperidin-2-yl)benzyl)-2-thiocarbonyl-1,2,3,5-tetrahydro-4H-pyrrolo[3,2-d]pyrimidin-4-one